Methyl 5-((tert-butoxycarbonyl)amino)-4-methoxypyrazolo[1,5-a]pyridine-3-carboxylate C(C)(C)(C)OC(=O)NC1=C(C=2N(C=C1)N=CC2C(=O)OC)OC